C(C)(C)(C)OC(=O)N1CCN(CC1)C1=NC=CC(=N1)C1=C(C=CC=C1)OC 4-[4-(2-methoxyphenyl)pyrimidin-2-yl]piperazine-1-carboxylic acid tert-butyl ester